N1C(=CC=C1)C(C=1NC=CC1)C=C[SiH3] di(pyrrolyl)methylvinylsilane